2-Ethylhexyl 3-[(4-bromo-1H-indazol-7-yl)sulfanyl]propanoate BrC1=C2C=NNC2=C(C=C1)SCCC(=O)OCC(CCCC)CC